C(N)(=O)C1=CC(=C(C=C1)C=1C=C(C=CC1)CN1[C@H](COCC1)C(=O)NCC1=CC=C(C=N1)C(=O)O)C 6-[[[(3R)-4-[[3-(4-carbamoyl-2-methyl-phenyl)phenyl]methyl]morpholine-3-carbonyl]amino]methyl]pyridine-3-carboxylic acid